COC1=CC=C(C=C1)CCC(=COCCC1=CC=CC=C1)C 1-methoxy-4-(3-methyl-4-phenethyloxy-but-3-en-1-yl)benzene